C1(CCCCC1)C(COCC)(COC)CC[Si](C)(C)C 2-cyclohexyl-2-(2-trimethylsilylethyl)-1-ethoxy-3-methoxy-propane